C(C)C=1C=C(C=C(N)C1)C#C 5-ethyl-3-ethynylaniline